2-(Cyclopropylmethoxy)-8-(4-(difluoromethoxy)phenyl)-6-(2-methyl-2H-indazol-5-yl)pteridine-7(8H)-one C1(CC1)COC1=NC=2N(C(C(=NC2C=N1)C1=CC2=CN(N=C2C=C1)C)=O)C1=CC=C(C=C1)OC(F)F